chloromethyl-isothiazolin methyl-5-amino-4-carbamoyl-2-ethyl-6-(3-methoxy-2,6-dimethylphenyl)-2,6-dihydropyrrolo[2,3-c]pyrazole-3-carboxylate COC(=O)C1=C2C(=NN1CC)N(C(=C2C(N)=O)N)C2=C(C(=CC=C2C)OC)C.ClCC2=NSCC2